Cl.NC1=NC=C(C=N1)B(O)O 2-AMINOPYRIMIDINE-5-BORONIC ACID HCL